ClC1=C(C(=CC=C1)Cl)N1CC(C1)C1=CC(=C(C=C1)C(C)N1CCC(CC1)C(=O)O)C 1-(1-(4-(1-(2,6-dichlorophenyl)azetidin-3-yl)-2-methylphenyl)-ethyl)piperidine-4-carboxylic acid